2-(benzylsulfanyl)-4-nitrobenzhydrazide C(C1=CC=CC=C1)SC1=C(C(=O)NN)C=CC(=C1)[N+](=O)[O-]